(E)-2-((14-azido-3,6,9,12-tetraoxatetradecyl)oxy)-5-(4-bromostyryl)pyridine N(=[N+]=[N-])CCOCCOCCOCCOCCOC1=NC=C(C=C1)\C=C\C1=CC=C(C=C1)Br